OC=CC=CC(=O)O 5-hydroxy-2,4-pentadienoic acid